CN1C=CC2=CC=C3C(=C12)C=CC=C3 N-Methyl-Benzindole